C(C)N(C(C)=O)C1=CC(=CC=C1)C1=CC=NC=2N1N=CC2 N-ethyl-N-(3-(pyrazolo[1,5-a]pyrimidin-7-yl)phenyl)acetamide